(S)-3-(3-methyl-2-oxo-5-(piperazin-1-yl)-2,3-dihydro-1H-benzo[d]imidazol-1-yl)piperidine-2,6-dione CN1C(N(C2=C1C=C(C=C2)N2CCNCC2)[C@@H]2C(NC(CC2)=O)=O)=O